FC1=C(CBr)C(=CC=C1)C(F)(F)F 2-FLUORO-6-(TRIFLUOROMETHYL)BENZYL BROMIDE